FC1=CC=C(C=C1)C1=CC(=C(C=N1)CNC(C=C)=O)C1=NN2C(CCCC2)=C1 N-((6-(4-fluorophenyl)-4-(4,5,6,7-tetrahydropyrazolo[1,5-a]pyridin-2-yl)pyridin-3-yl)methyl)acrylamide